ClC1=CC=CC(=N1)C(=O)N1CCN(CC1)C (6-chloropyridin-2-yl)(4-methylpiperazin-1-yl)methanone